Cl.NCC1CCN(CC1)C(=O)C1=C(C=C(C=C1)NC=1C=2N(C=CN1)C(=CN2)C2=CC(=C(C=C2)OC)F)Cl (4-(Aminomethyl)piperidin-1-yl)(2-chloro-4-((3-(3-fluoro-4-methoxyphenyl)imidazo[1,2-a]pyrazin-8-yl)amino)phenyl)methanone hydrochloride